(S)-N-(2-methoxy-1-methyl-ethyl)-6-[3-(5-methoxymethyl-isoxazol-3-yl)-[1,2,4]triazolo[3,4-a]phthalazin-6-yloxymethyl]-nicotinamide COC[C@H](C)NC(C1=CN=C(C=C1)COC1=NN2C(C3=CC=CC=C13)=NN=C2C2=NOC(=C2)COC)=O